mono-decylphosphite C(CCCCCCCCC)OP([O-])[O-]